tert-butyl 3-(5-(5-amino-6-(4-cyano-2-fluorophenyl)-4-isopropylaminopyridin-3-yl)-1,3,4-thiadiazol-2-yl)-3,8-diazabicyclo[3.2.1]octane-8-carboxylate NC=1C(=C(C=NC1C1=C(C=C(C=C1)C#N)F)C1=NN=C(S1)N1CC2CCC(C1)N2C(=O)OC(C)(C)C)NC(C)C